C(=C)C(C)(C1=CC=CC=C1)C=C bis-vinylphenyl-ethane